(2R,3R,4S,5S,6S)-2-((benzoyloxy) methyl)-6-hydroxytetrahydro-2H-pyran-3,4,5-trisbenzoate C(C1=CC=CC=C1)(=O)OC[C@@H]1O[C@@H]([C@@H]([C@H]([C@@H]1C1=CC=CC=C1C(=O)[O-])C1=CC=CC=C1C(=O)[O-])C1=CC=CC=C1C(=O)[O-])O